6,7,7',8'-tetrahydroxyspiro[benzofuran-3,4'-chromane]-2,2'-dione OC1=C(C2=C(C=C1)C1(CC(OC3=C(C(=CC=C13)O)O)=O)C(O2)=O)O